NC1=CC2=NC3=CC=CC=C3OC2=CC1 2-amino-3H-phenoxazine